ClC=1C2=C(N=C(N1)I)CN(C2)C(=O)OC(C)(C)C tert-butyl 4-chloro-2-iodo-5,7-dihydro-6H-pyrrolo[3,4-d]pyrimidine-6-carboxylate